FC(C(C)(F)F)(F)C(C(F)(F)OC(C(C(F)(F)F)(C(C(C)(F)F)(F)F)F)(F)F)(C(F)(F)F)F 1,1,2,2-tetrafluoropropyl-1,1,2,3,3,3-hexafluoropropyl ether